C(CCC(=O)OC(C(Cl)(Cl)Cl)P(=O)(OC)OC)(=O)O[C@H](CN(C)C)COC1=C(C=CC=C1)CCC1=CC(=CC=C1)OC (R)-1-(dimethylamino)-3-(2-(3-methoxyphenethyl) phenoxy)propan-2-yl (2,2,2-trichloro-1-(dimethoxyphosphoryl)ethyl) Succinate